5-(N,N-dimethyl)amino-3-methyl-1-pentanol CN(C)CCC(CCO)C